N,N-dimethyl-1-propaniminium C[N+](=CCC)C